4-Methoxy-2-methyl-6-((3-morpholinobicyclo[1.1.1]pentan-1-yl)amino)pyrimidine-5-carboxylic acid COC1=NC(=NC(=C1C(=O)O)NC12CC(C1)(C2)N2CCOCC2)C